O1COC2=C1C=CC(=C2)/C=C/C(=O)O (2E)-3-(1,3-benzodioxol-5-yl)-2-propenoic acid